C(CCCCCCCCC)[Si](OCCC)(OCCC)OCCC n-Decyltri-n-propoxysilan